3-(4-chlorophenyl)-3-oxopropanamide ClC1=CC=C(C=C1)C(CC(=O)N)=O